Isopropyl-chloroacetic acid C(C)(C)C(C(=O)O)Cl